O=C1NC(CCC1N1C(C2=CC=CC(=C2C1=O)NCC=1C=NN(C1)C1(CCN(CC1)C(=O)C1(CCC1)C)C1=CC=CC=C1)=O)=O 2-(2,6-dioxopiperidin-3-yl)-4-(((1-(1-(1-methylcyclobutane-1-carbonyl)-4-phenylpiperidin-4-yl)-1H-pyrazol-4-yl)methyl)amino)isoindoline-1,3-dione